(3R)-1-(6-chloro-7-(8-ethyl-7-fluoro-3-hydroxynaphthalen-1-yl)-8-fluoro-2-(((2R,7aS)-2-fluorohexahydro-1H-pyrrolizin-7a-yl)methoxy)quinazolin-4-yl)-3-methylpiperidin-3-ol ClC=1C=C2C(=NC(=NC2=C(C1C1=CC(=CC2=CC=C(C(=C12)CC)F)O)F)OC[C@]12CCCN2C[C@@H](C1)F)N1C[C@@](CCC1)(O)C